1-(2-methoxyphenyl) acetate C(C)(=O)OC1=C(C=CC=C1)OC